C(C)(C)(C)OC(=O)N1CC(C1)(CO)F.CC(C[Si](OC)(OC)C)CCl 2-methyl-3-chloropropyl-methyldimethoxysilane tert-butyl-3-fluoro-3-(hydroxymethyl)azetidine-1-carboxylate